5-(3,4-dichlorophenoxy)-N-((3,5-dimethylisoxazol-4-yl)sulfonyl)-1H-indole-2-carboxamide ClC=1C=C(OC=2C=C3C=C(NC3=CC2)C(=O)NS(=O)(=O)C=2C(=NOC2C)C)C=CC1Cl